C(C)(C)C1=CC=C(NC2=CC=C(C=C2)C=C)C=C1 4-isopropyl-N-(4-vinylphenyl)aniline